C1=C(C=CC2=CC=CC=C12)CC1C[C@H](NC1)C(=O)O γ-(2-naphthalenylmethyl)-proline